ClC=1N(C(C2=CC(=CC(=C2C1)[C@@H](C)NC=1C(=NC(=CC1)C)C(=O)OC)F)=O)C methyl (R)-3-((1-(3-chloro-7-fluoro-2-methyl-1-oxo-1,2-dihydroisoquinolin-5-yl)ethyl)amino)-6-methylpicolinate